C(C)(C)N1C=CC2=CC(=CC=C12)C1=NC(=NO1)C1=C(C=CC=C1)O 2-(5-(1-isopropyl-1H-indol-5-yl)-1,2,4-oxadiazol-3-yl)phenol